1-[4-(4-{3-[(2R)-2-methyl-pyrrolidin-1-yl]-propoxy}-phenoxy)-piperidin-1-yl]-ethanone oxalate salt C(C(=O)O)(=O)O.C[C@H]1N(CCC1)CCCOC1=CC=C(OC2CCN(CC2)C(C)=O)C=C1